COC=1C=C(NC2CN(CC2)C(=O)OC(C)(C)C)C=C(C1)OC tert-Butyl 3-(3,5-dimethoxyanilino)pyrrolidine-1-carboxylate